C[C@@H]1CN(CC[C@H]1CNC(=O)C1=NOC(=N1)C1(CC1)C)C=1C=2N(C=C(N1)C=1C=NN(C1)C)N=CC2 N-(((3S,4R)-3-methyl-1-(6-(1-methyl-1H-pyrazol-4-yl)pyrazolo[1,5-a]pyrazin-4-yl)piperidin-4-yl)methyl)-5-(1-methylcyclopropyl)-1,2,4-oxadiazole-3-carboxamide